OC1=CC=C2C(=NN=C(C2=C1)NC(C)C1=CC=C(S1)C1=C(COC(NC)=O)C=CC=C1)C (2-(5-(1-((7-hydroxy-4-methylphthalazin-1-yl)amino)ethyl)thiophen-2-yl)benzyl)(methyl)carbamate